C1(=CC=C(C=C1)CCC(C)=O)C 4-(p-tolyl)-2-butanone